C(#N)[C@@](C(=O)N1C[C@@H](N(C[C@H]1C)C=1C2=C(N=CN1)N(CC21CCC1)C1=CC(=CN=N1)C#N)C)(CF)C 6-[4-[(2S,5R)-4-[(2S)-2-cyano-3-fluoro-2-methylpropanoyl]-2,5-dimethylpiperazin-1-yl]spiro[6H-pyrrolo[2,3-d]pyrimidine-5,1'-cyclobutane]-7-yl]pyridazine-4-carbonitrile